6-chloro-[1,3]thiazolo[5,4-c]pyridin ClC1=CC2=C(C=N1)SC=N2